CSC1=NN2C=3CCCNC3C=NC2=C1 4-methylsulfanyl-2,3,7,10-tetrazatricyclo[7.4.0.02,6]trideca-1(9),3,5,7-tetraene